3-(3-(((R)-6-ethyl-2,2-dimethyl-6,7-dihydro-[1,3]dioxolo[4',5':4,5]benzo[1,2-f][1,4]oxazepin-8(9H)-yl) methyl)-4-methylphenyl)-2,2-dimethylpropionate C(C)[C@H]1OC2=C(CN(C1)CC=1C=C(C=CC1C)CC(C(=O)[O-])(C)C)C=C1C(=C2)OC(O1)(C)C